OC(=O)C(F)(F)F.N1=NC=CC=C1 Pyridazine TFA salt